C1(=CC=CC=C1)C1=NC(=NC(=N1)C1=CC=CC=C1)C=1C=C(C=C(C1)N1C2=CC=C(C=C2C=2C=C(C=CC12)N1C2=C(C=3C=CC=CC13)N=CC=C2)N2C1=C(C=3C=CC=CC23)N=CC=C1)N1C2=CC=C(C=C2C=2C=C(C=CC12)N1C2=C(C=3C=CC=CC13)N=CC=C2)N2C1=C(C=3C=CC=CC23)N=CC=C1 5,5',5'',5'''-((5-(4,6-diphenyl-1,3,5-triazin-2-yl)-1,3-phenylene)bis(9H-carbazole-9,3,6-triyl))tetrakis(5H-pyrido[3,2-b]indole)